COCC1(CCN(CC1)CCCC1=CNC2=CC=C(C=C12)C)N(C(C)=O)C1=CC=CC=C1 N-(4-(methoxymethyl)-1-(3-(5-methyl-1H-indol-3-yl)propyl)piperidin-4-yl)-N-phenylacetamide